4-(5-(cyclopropyl-methyl)-1-methyl-1H-pyrazol-4-yl)-N-((1R,4R)-4-(piperidin-1-yl)cyclohexyl)pyrimidin-2-amine C1(CC1)CC1=C(C=NN1C)C1=NC(=NC=C1)NC1CCC(CC1)N1CCCCC1